C(C)OC(C(C=O)F)=O 1-ethoxy-2-fluoro-1,3-dioxopropane